4,4-diethyl-1,3-dioxolan-2-one C(C)C1(OC(OC1)=O)CC